C123CC(C(CC1)C2)C(NC3=O)=O 3-norbornanedicarboximide